BrC1=CC=C(C=C1)C1=C(N=NN1C1=CC=C(C=C1)C)C#N 5-(4-bromophenyl)-1-(4-methylphenyl)-1,2,3-triazole-4-carbonitrile